ClC1=CC=C2C=C(C(NC2=C1)=O)C=O 7-CHLORO-1,2-DIHYDRO-2-OXO-3-QUINOLINECARBOXALDEHYDE